n-tetradecylborate C(CCCCCCCCCCCCC)OB([O-])[O-]